6-chloro-4-((4-cyclopropyl-5-fluoro-2-(N-methylmethanesulfonamido)phenyl)Amino)-N-ethoxynicotinamide ClC1=NC=C(C(=O)NOCC)C(=C1)NC1=C(C=C(C(=C1)F)C1CC1)N(S(=O)(=O)C)C